4-(methoxymethyl)-3-(4,4,5,5-tetramethyl-1,3,2-dioxaborolan-2-yl)pyridine COCC1=C(C=NC=C1)B1OC(C(O1)(C)C)(C)C